C(C1=C(C(=CC(=C1)C(C)(C)C)C(CC)C)O)C1=C(C(=CC(=C1)C(C)(C)C)C(CC)C)O 2,2'-methylenebis[4-(1,1-dimethylethyl)-6-(1-methylpropyl)phenol]